(R)-1-(4-(2-(3,5-dichloro-4-((R)-3-chloro-2-hydroxypropoxy)phenyl)propan-2-yl)phenoxy)-3-morpholinopropan-2-yl acetate C(C)(=O)O[C@@H](COC1=CC=C(C=C1)C(C)(C)C1=CC(=C(C(=C1)Cl)OC[C@H](CCl)O)Cl)CN1CCOCC1